NC1=NC=2N=CC(=CC2C2=C1COC2)C(=O)N([C@H](COC)C2CC2)CC=2N=NC(=CC2)Br 4-amino-N-((6-bromo-3-pyridazinyl)methyl)-N-((1S)-1-cyclopropyl-2-methoxyethyl)-1,3-dihydrofuro[3,4-c][1,8]naphthyridine-8-carboxamide